COC=1C=C(C=CC1)C1OC(=C(C1=O)O)N 2-(3-methoxyphenyl)-5-amino-4-hydroxy-3(2H)-furanone